C(CCC)OC1=CC=C(C=C1)CCCC[C@@H](C(=O)O)N1CCN(CCN(CCN(CC1)[C@@H](CO)C(=O)O)[C@@H](CO)C(=O)O)[C@@H](CO)C(=O)O (2S)-6-(4-Butoxyphenyl)-2-{4,7,10-tris[(1S)-1-carboxy-2-hydroxyethyl]-1,4,7,10-tetraazacyclododec-1-yl}hexanoic acid